CS(=O)(=O)NCCN1CC(CCC1)C1CN(C1)C(=O)OC(C)(C)C tert-Butyl 3-(1-(2-(methylsulfonamido)ethyl)piperidin-3-yl)azetidine-1-carboxylate